Cl(=O)(=O)[O-].[Sr+2].Cl(=O)(=O)[O-] Strontium chlorat